N1=C2C(=NC=C1)C=1C=CC=CC1C2 indeno[1,2-b]pyrazine